6-ethynylhexahydropyrano[3,4-d]Imidazole-2(3H)-on C(#C)C1CC2C(NC(N2)=O)CO1